α-methyl-p-vinylbenzyl glycidyl ether C(C1CO1)OC(C1=CC=C(C=C1)C=C)C